1-(isoindolin-5-yl)-N,N-dimethylformamide hydrochloride Cl.C1NCC2=CC(=CC=C12)C(=O)N(C)C